N-(5-((5-chloropyrimidin-2-yl)amino)-2-(4-(4-methylpiperazin-1-yl)piperidin-1-yl)phenyl)acrylamide ClC=1C=NC(=NC1)NC=1C=CC(=C(C1)NC(C=C)=O)N1CCC(CC1)N1CCN(CC1)C